FC1=CC(=CC2=C1N=CN2C)C(=O)O 7-fluoro-3-methyl-3H-benzimidazole-5-carboxylic acid